CC1(CC(C1)OC(=O)N[C@H](C(=O)O)CCN(CCCCC1=NC=2NCCCC2C=C1)CCOC)C (S)-2-(((3,3-dimethylcyclobutoxy)carbonyl)amino)-4-((2-methoxyethyl)(4-(5,6,7,8-tetrahydro-1,8-naphthyridin-2-yl)butyl)amino)butanoic acid